C(C)(=O)NC1=C(C(=O)NC2=NC=CC=C2)C=CC=C1 2-acetamido-N-(pyridin-2-yl)benzamide